BrC=1C=C(C=CC1NC1=NC(=CC=C1)C(F)(F)F)S(=O)(=O)N(C)CC1=CC=C(C=C1)OC 3-bromo-N-[(4-methoxyphenyl)methyl]-N-methyl-4-[[6-(trifluoromethyl)-2-pyridinyl]amino]benzenesulfonamide